P(=O)([O-])([O-])[O-].[K+].[K+].[K+] Tri-kalium phosphat